methyl 4-fluoro-3-hydroxy-benzoate FC1=C(C=C(C(=O)OC)C=C1)O